C(C=C)(=O)OCCOCCOC(C(=O)OCCOCCOC(C=C)=O)=O oxalic acid bis-[2-(2-acryloyloxy-ethoxy)-ethyl]ester